BrC=1C=C(C2=C(N(C(=N2)C2CC(CC2)(F)F)C(C)C)C1)F 6-bromo-2-(3,3-difluorocyclopentyl)-4-fluoro-1-isopropyl-1H-benzo[d]imidazole